OC1=C(C(=CC(=C1)C(F)(F)F)C)C=1N(C=2C(=NC(=C(C2)C(C)=O)OC)N1)C 1-[2-[2-Hydroxy-6-methyl-4-(trifluoromethyl)phenyl]-5-methoxy-1-methyl-imidazo[4,5-b]pyridin-6-yl]ethanone